lauric acid Copper [Cu].C(CCCCCCCCCCC)(=O)O